4-[4-[2-[1-(6,7-dihydro-5H-pyrrolo[1,2-c]imidazol-1-yl)-2-ethoxy-2-oxo-ethyl]-7-fluoro-3-oxo-isoindolin-5-yl]phenoxy]piperidine-1-carboxylic acid tert-butyl ester C(C)(C)(C)OC(=O)N1CCC(CC1)OC1=CC=C(C=C1)C=1C=C2C(N(CC2=C(C1)F)C(C(=O)OCC)C1=C2N(C=N1)CCC2)=O